C(C)C(C(=O)OCCOCCOCCOC(C(CCCC)CC)=O)CCCC triethyleneglycol bis(2-ethylhexanoate)